(R)-2-(4-chloro-3-fluorophenyl)-1-(4-((5R,7R)-7-hydroxy-5-methyl-6,7-dihydro-5H-cyclopenta[d]pyrimidin-4-yl)piperazin-1-yl)-3-(4-methylpiperazin-1-yl)propan-1-one ClC1=C(C=C(C=C1)[C@@H](C(=O)N1CCN(CC1)C=1C2=C(N=CN1)[C@@H](C[C@H]2C)O)CN2CCN(CC2)C)F